(4-nitrophenyl)N-[4-[1-methyl-5-[4-(trifluoromethyl)-1-piperidyl]-1,2,4-triazol-3-yl]phenyl]carbamate [N+](=O)([O-])C1=CC=C(C=C1)OC(NC1=CC=C(C=C1)C1=NN(C(=N1)N1CCC(CC1)C(F)(F)F)C)=O